C1=CC=CC=2C3=CC=CC=C3C(C12)COC(=O)N[C@H](C(=O)O)CC1=CC(=NC=C1)OCC(=O)OC(C)(C)C (S)-2-((((9H-fluoren-9-yl)methoxy)carbonyl)amino)-3-(2-(2-(tert-butoxy)-2-oxoethoxy)pyridin-4-yl)propanoic acid